C(C)(C)(C)OC(=O)N[C@@H](C(=O)N[C@@H](C(=O)O)CCC1CC1)CC1=CC=CC=C1 (2R)-2-[[(2R)-2-(tert-butoxycarbonylamino)-3-phenyl-propionyl]amino]-4-cyclopropylbutyric acid